COC=1C=2C(=C3C(N4N(C3(C)C)C(CC4(C)C)=O)C2C=CC1)C1=CC=CC=C1 8-Methoxy-3,3,10,10-tetramethyl-9-phenyl-2,3,4a,10-tetrahydro-1H-indeno[1,2-c]pyrazolo[1,2-a]pyrazol-1-one